3-(2-carboxyphenylmethylaminocarbonyl)-2,5-dihydroxybenzoic acid C(=O)(O)C1=C(C=CC=C1)CNC(=O)C=1C(=C(C(=O)O)C=C(C1)O)O